tert-butyl N-[5-ethylsulfonyl-1-methyl-2-[4-(trifluoromethyl)pyrazol-1-yl]imidazol-4-yl]carbamate C(C)S(=O)(=O)C1=C(N=C(N1C)N1N=CC(=C1)C(F)(F)F)NC(OC(C)(C)C)=O